4-(2-(4-(4-acryloyl-piperazin-1-yl)-6-chloro-8-fluoro-7-(3-hydroxy-naphthalen-1-yl)quinazolin-2-yloxy)ethyl)morpholin-3-one C(C=C)(=O)N1CCN(CC1)C1=NC(=NC2=C(C(=C(C=C12)Cl)C1=CC(=CC2=CC=CC=C12)O)F)OCCN1C(COCC1)=O